C(CCCCC(C)C)OP1OC2=C(C3=C(O1)C(=CC(=C3)C(C)(C)C)C(C)(C)C)C=C(C=C2C(C)(C)C)C(C)(C)C 6-isooctyloxy-2,4,8,10-tetra-tert-butyl-dibenzo[d,f][1,3,2]dioxaphosphepin